COCOC1=CC=C(C=C1)C(C)N (4-(methoxymethoxy)phenyl)ethane-1-amine